NC1=NC=C(C2=C1C(=NN2C2CNCC2)C=C2C=C1N(C=C2)CC=N1)C(=O)C1CC1 3-(4-amino-7-(cyclopropanecarbonyl)-3-(imidazo[1,2-a]pyridin-7-ylidenemethyl)-1H-pyrazolo[4,3-c]pyridin-1-yl)pyrrolidin